1-((4-chlorophenyl)sulfonyl)-3-(2,5-dichloropyrimidin-4-yl)-7-nitro-1H-indole ClC1=CC=C(C=C1)S(=O)(=O)N1C=C(C2=CC=CC(=C12)[N+](=O)[O-])C1=NC(=NC=C1Cl)Cl